(6S,15R)-23-amino-8-fluoro-6,21-bis(trifluoromethyl)-26-oxa-3,4,19,24-tetraazapentacyclo[18.3.1.12,5.17,11.015,19]hexacosan-1(24),2,4,7(25),8,10,20,22-octaen-6-ol NC1=CC(=C2N3CCC[C@H]3CCCC3=CC=C(C([C@@](C4=NN=C(C1=N2)O4)(O)C(F)(F)F)=C3)F)C(F)(F)F